C1(=CC=CC=C1)N1C2=CC=CC=C2C=2C=C(C=CC12)C1=CC=C(C=C1)N(C1=CC=CC=C1)C1=CC2=C(C3=C(O2)C=CC2=C3C=CC=3OC4=C(C32)C=CC(=C4)N(C4=CC=C(C=C4)C=4C=CC=3N(C2=CC=CC=C2C3C4)C4=CC=CC=C4)C4=CC=CC=C4)C=C1 2,9-bis{N-[4-(9-phenyl-9H-carbazol-3-yl)phenyl]-N-phenylamino}naphtho[2,1-b:6,5-b']bisbenzofuran